4-((4-cyclohexylpiperazin-1-yl)(1-phenethyl-1H-tetrazol-5-yl)methyl)phenol C1(CCCCC1)N1CCN(CC1)C(C1=CC=C(C=C1)O)C1=NN=NN1CCC1=CC=CC=C1